(1-((6-(trifluoromethoxy)pyridin-3-yl)methyl)-1H-pyrazol-4-yl)methanamine FC(OC1=CC=C(C=N1)CN1N=CC(=C1)CN)(F)F